Trifluoromethanesulfonic acid 6-chloro-4-isopropyl-2,7-naphthyridin-1-yl ester ClC=1C=C2C(=CN=C(C2=CN1)OS(=O)(=O)C(F)(F)F)C(C)C